O-ethyl-S-(2-cyanoprop-2-yl)xanthate C(C)OC(=SC(C)(C)C#N)[S-]